trimethylammonium fluoride ethyl-methacrylate C(C)OC(C(=C)C)=O.[F-].C[NH+](C)C